Cl.N[C@H](C(=O)O)[C@@H]1CC[C@H](CC1)C(F)(F)F (2S)-2-Amino-2-[trans-4-(trifluoromethyl)cyclohexyl]acetic acid hydrochloride